N-[4-[[4-[2-(2-hydroxyethoxy)ethyl-methyl-amino]-6-methyl-pyrimidin-2-yl]amino]phenyl]-2-phenyl-acetamide OCCOCCN(C1=NC(=NC(=C1)C)NC1=CC=C(C=C1)NC(CC1=CC=CC=C1)=O)C